tri[(1-benzyl-1H-1,2,3-triazol-4-yl)methyl]amine C(C1=CC=CC=C1)N1N=NC(=C1)CN(CC=1N=NN(C1)CC1=CC=CC=C1)CC=1N=NN(C1)CC1=CC=CC=C1